FC(C=1N=C2N(CCN(C2)C(=O)[C@@H]2CC23CCN(CC3)C(=O)OC(C(F)(F)F)C(F)(F)F)C1)(F)F 1,1,1,3,3,3-hexafluoropropan-2-yl (R)-1-(2-(trifluoromethyl)-5,6,7,8-tetrahydroimidazo[1,2-a]pyrazine-7-carbonyl)-6-azaspiro[2.5]octane-6-carboxylate